CC1=NN=C(O1)N1[C@H]([C@H](CC1)NS(=O)(=O)C)CO[C@@H]1CC[C@@H](CC1)C1=CC=CC=C1 N-((2R,3S)-1-(5-methyl-1,3,4-oxadiazol-2-yl)-2-((((CIS)-4-phenylcyclohexyl)oxy)methyl)-pyrrolidin-3-yl)methanesulfonamide